COC1=CC=C(C=N1)[C@H](CC(=O)O)NC(=O)C1CC(C1)CCC1=NC=2NCCCC2C=C1 (S)-3-(6-methoxypyridin-3-yl)-3-((1R,3R)-3-(2-(5,6,7,8-tetrahydro-1,8-naphthyridin-2-yl)ethyl)cyclobutane-1-carboxamido)propanoic acid